COC1=C(C=CC=C1[N+](=O)[O-])C1=NN(C=N1)COCC[Si](C)(C)C 3-(2-methoxy-3-nitrophenyl)-1-((2-(triMethylsilyl)ethoxy)methyl)-1H-1,2,4-triazole